4-bromo-N-[(1R,2S)-2-fluorocyclopropyl]-2,6-dimethoxy-benzamide BrC1=CC(=C(C(=O)N[C@H]2[C@H](C2)F)C(=C1)OC)OC